hexanediol bis[β-(3,5-dibutyl-4-hydroxyphenyl)propionate] C(CCC)C=1C=C(C=C(C1O)CCCC)CCC(=O)OC(CCCCC)OC(CCC1=CC(=C(C(=C1)CCCC)O)CCCC)=O